2-((2-(4-cyclopropyl-6-methoxypyrimidin-5-yl)-4-((4-(1-methyl-4-(trifluoro-methyl)-1H-imidazol-2-yl)benzyl)amino)-5,6,7,8-tetrahydroquinazolin-6-yl)(methyl)amino)acetonitrile C1(CC1)C1=NC=NC(=C1C1=NC=2CCC(CC2C(=N1)NCC1=CC=C(C=C1)C=1N(C=C(N1)C(F)(F)F)C)N(CC#N)C)OC